N-(5-((4-Chlorophenoxy)methyl)-1,3,4-thiadiazol-2-yl)-4-(3-methoxyphenyl)-6-methylnicotinamide ClC1=CC=C(OCC2=NN=C(S2)NC(C2=CN=C(C=C2C2=CC(=CC=C2)OC)C)=O)C=C1